ClC1=CC=C(C=C1)C1=C(NC(N1CC(=O)O)=O)C 2-(5-(4-Chlorophenyl)-4-methyl-2-oxo-2,3-dihydro-1H-imidazol-1-yl)acetic acid